4,4-methylenebis(2,6-diethylaniline) CCC1=CC(=CC(=C1N)CC)CC2=CC(=C(C(=C2)CC)N)CC